7-(1-(2-Fluoro-6-methylphenyl)piperidin-4-yl)-5-((3-(trifluoromethyl)pyridin-4-yl)methyl)pyrido[2,3-b]pyrazin-6(5H)-one FC1=C(C(=CC=C1)C)N1CCC(CC1)C1=CC=2C(=NC=CN2)N(C1=O)CC1=C(C=NC=C1)C(F)(F)F